4-benzyloxy-5-fluoro-1-(4-fluorophenyl)-3-iodo-2-tetrahydropyran-4-yl-indole C(C1=CC=CC=C1)OC1=C2C(=C(N(C2=CC=C1F)C1=CC=C(C=C1)F)C1CCOCC1)I